N'-(5-butylpicolinoyl)-1H-indole-2-carbohydrazide hydrogen chloride Cl.C(CCC)C=1C=CC(=NC1)C(=O)NNC(=O)C=1NC2=CC=CC=C2C1